6-(1-methyl-1H-pyrazol-4-yl)-4-(pyridin-4-yloxy)-isoquinoline CN1N=CC(=C1)C=1C=C2C(=CN=CC2=CC1)OC1=CC=NC=C1